FC(COCC(C(F)F)(F)F)(C(F)(F)F)F (2,2,3,3-tetrafluoro-n-propyl) (2,2,3,3,3-pentafluoro-propyl) ether